(4-((1,4-dioxan-2-yl)methyl)phenyl)methanol O1C(COCC1)CC1=CC=C(C=C1)CO